[4-(methylamino)-6-quinolyl]boronic acid CNC1=CC=NC2=CC=C(C=C12)B(O)O